C1(CCCCC1)C=1C=NC(=NC1)N1CCN(CC1)C(=O)OC(C)(C)C tert-Butyl 4-(5-cyclohexylpyrimidin-2-yl)piperazine-1-carboxylate